CN(S(=O)(=O)C1=CC=2N(C=C1)N=CN2)[C@@H](C(F)(F)F)C2=CC=C(C=C2)C(F)(F)F (R)-N-methyl-N-(2,2,2-trifluoro-1-(4-(trifluoromethyl)phenyl)ethyl)-[1,2,4]triazolo[1,5-a]pyridine-7-sulfonamide